(S)-2-chloro-6-(1-(pyridin-2-yl)ethoxy)pyrazine ClC1=NC(=CN=C1)O[C@@H](C)C1=NC=CC=C1